C(C)C=1C=C(C(=NC1)N1CCN(CC1)C(=O)C1=CC(=C(C=C1)C1(C(NC(N1)=O)=O)C)F)C 5-{4-[4-(5-ethyl-3-methylpyridin-2-yl)piperazine-1-carbonyl]-2-fluorophenyl}-5-methylimidazolidine-2,4-dione